(S)-3-butyl-7-chloro-3-ethyl-8-hydroxy-5-phenyl-2,3,4,5-tetrahydro-1,5-benzothiazepine 1,1-dioxide C(CCC)[C@@]1(CS(C2=C(N(C1)C1=CC=CC=C1)C=C(C(=C2)O)Cl)(=O)=O)CC